C1(CC1)C1=NC=NC(=C1C1=NN2C(N(C(CC2)=O)CC2=CC=C(C=C2)C2=NN(C=C2C)C)=C1)OC 2-(4-cyclopropyl-6-methoxypyrimidin-5-yl)-4-(4-(1,4-dimethyl-1H-pyrazol-3-yl)benzyl)-6,7-dihydropyrazolo[1,5-a]pyrimidin-5(4H)-one